4-Bromo-1-(3-chloropyridin-2-yl)-N-[4-cyano-2-methyl-6-(methylcarbamoyl)phenyl]-1H-pyrazole-5-carboxamide BrC=1C=NN(C1C(=O)NC1=C(C=C(C=C1C(NC)=O)C#N)C)C1=NC=CC=C1Cl